(5RS,6RS)-2-[(5-chloropyridin-2-yl)methyl]-5-{[(3S)-3-fluoropyrrolidin-1-yl]carbonyl}-6-(trifluoromethyl)-5,6,7,8-tetrahydro[1,2,4]triazolo[4,3-a]pyridin-3(2H)-one ClC=1C=CC(=NC1)CN1N=C2N([C@H]([C@@H](CC2)C(F)(F)F)C(=O)N2C[C@H](CC2)F)C1=O |&1:12,13|